NC1=CC(=CC=C1)N amino-3-aminobenzene